(4-Amino-pyrimidin-2-yl)-N-(3,5-difluoro-phenyl)-N'-(2,2,2-trifluoro-ethyl)-[1,3,5]triazine-2,4-diamine NC1=NC(=NC=C1)C1=NC(=NC(=N1)NC1=CC(=CC(=C1)F)F)NCC(F)(F)F